C1=CC=C2C=C(C=CC2=C1)O[C@H]3[C@@H]([C@H]([C@@H]([C@H](O3)CO)O)O)O The molecule is a beta-D-glucoside that is beta-D-glucopyranose in which the anomeric hydroxy hydrogen is replaced by a 2-naphthyl group. It has a role as a chromogenic compound. It is a beta-D-glucoside and a member of naphthalenes. It derives from a 2-naphthol.